C(C)(C)(C)OC(=O)N[C@@H](CCS)C(=O)OC(C)(C)C tertbutyl (tert-butoxycarbonyl)-L-homocysteinate